C(C)(=O)C1=CC(N(N=C1)COCC[Si](C)(C)C)=O 5-Acetyl-2-((2-(trimethylsilyl)ethoxy)methyl)pyridazin-3(2H)-one